Cl.NCC1=CC=C(C=C1)C1=C2CCC(NC2=NC=C1)=O 5-(4-(aminomethyl)phenyl)-3,4-dihydro-1,8-naphthyridin-2(1H)-one hydrochloride